CN1N=NC2=C1C=CC(=C2C)C(CC(=O)O)C=2C=C(C1=C(C=CS1)C2)CN2C[C@H](OC1=C(C2)N=C(C=C1)F)CC 3-(1,4-dimethyl-1H-benzotriazol-5-yl)-3-(7-{[(2R)-2-ethyl-7-fluoro-2,3-dihydropyrido[2,3-f][1,4]oxazepin-4(5H)-yl]methyl}-1-benzothiophen-5-yl)propanoic acid